C(C)(=O)NC1=CC=C(C=C1)CC(C(=O)O)OC 3-(4-acetamidophenyl)-2-methoxypropionic acid